1-[(1-hydroxy-cyclobutyl)-methyl]-8-methylamino-3-(2-morpholin-4-yl-pyrimidin-5-yl)-8-phenyl-1,3-diazaspiro[4.5]decan-2-one OC1(CCC1)CN1C(N(CC12CCC(CC2)(C2=CC=CC=C2)NC)C=2C=NC(=NC2)N2CCOCC2)=O